N[C@@H](CC(N)=O)C(=O)N1CC(C1)OC1=CC=C(C(=C1C(=O)O)O)CCB(O)O 6-[(1-L-asparaginyl-azetidin-3-yl)oxy]-3-(2-boronoethyl)-2-hydroxybenzoic acid